2-oxaazacyclohexane N1OCCCC1